FC1=CC2=C(N(CCC(N2)=O)CC2=CC=C(C(=O)NO)C=C2)C=C1F 4-((7,8-difluoro-4-oxo-2,3,4,5-tetrahydro-1H-benzo[b][1,4]diazepin-1-yl)methyl)-N-hydroxybenzoamide